4-bromo-2-(2,6-dioxo-3-piperidyl)isoindoline-1,3-dione BrC1=C2C(N(C(C2=CC=C1)=O)C1C(NC(CC1)=O)=O)=O